8H-benzo[4,5]thieno[2,3-c]carbazole C1=CC=CC2=C1C1=C(C=CC=3NC=4C=CC=CC4C13)S2